CC1(OB(OC1(C)C)C=C1CCN(CC1)C(=O)OC(C)(C)C)C Tert-Butyl 4-[(4,4,5,5-tetramethyl-1,3,2-dioxaborolan-2-yl)methylidene]piperidine-1-carboxylate